OCC1C(=CC2=C(C=C(C=C12)C)C)C (hydroxymethyl)-2,4,6-trimethyl-1H-inden